O=C1[C@H](NCC1)C(=O)O oxo-L-proline